FC(C1C2C(C1C2)NC=2C(=NC=CN2)N2CCN(CC2)C(C=C)=O)(F)F 1-(4-(3-((4-(trifluoromethyl)bicyclo[1.1.1]pentan-2-yl)amino)pyrazin-2-yl)piperazin-1-yl)prop-2-en-1-one